p-(bromomethyl)(trifluoromethyl)benzene BrCC1=CC=C(C=C1)C(F)(F)F